[3-bromo-2-(trifluoromethoxy)phenyl]methanol BrC=1C(=C(C=CC1)CO)OC(F)(F)F